N1C(=CC2=CC=CC=C12)/C=C(/C(=O)C1=CC(=C(C(=C1)OC)OC)OC)\C (E)-3-(1H-indol-2-yl)-2-methyl-1-(3,4,5-trimethoxyphenyl)prop-2-en-1-one